3-((5-chloro-2-((2-(difluoromethoxy)-4-(8-methyl-3,8-diazabicyclo[3.2.1]octan-3-yl)phenyl)amino)pyrimidin-4-yl)amino)thiophene-2-carboxamide ClC=1C(=NC(=NC1)NC1=C(C=C(C=C1)N1CC2CCC(C1)N2C)OC(F)F)NC2=C(SC=C2)C(=O)N